[Si](C)(C)(C(C)(C)C)OCC/C=C/C=1C(=C(C(=NC1)C(=C)C)[N+](=O)[O-])C (E)-5-(4-((tert-butyldimethylsilyl)oxy)but-1-en-1-yl)-4-methyl-3-nitro-2-(prop-1-en-2-yl)pyridine